2-(2,3-dicarboxylcyclopropyl)glycine C(=O)(O)C1C(C1C(=O)O)C(N)C(=O)O